7-(2,7-dimethyl-2H-indazol-5-yl)-2-(4-methylpiperazin-1-yl)-5H-thiazolo[3,2-a]pyrimidin-5-one CN1N=C2C(=CC(=CC2=C1)C=1N=C2N(C(C1)=O)C=C(S2)N2CCN(CC2)C)C